2-cyclopropyl-N-(1,1-dimethylsilacyclohexan-4-yl)-6-methyl-4H-pyrrolo[2,3-d]thiazole-5-carboxamide C1(CC1)C=1SC2=C(N1)NC(=C2C)C(=O)NC2CC[Si](CC2)(C)C